FC=1C(=C(C=CC1)[C@@H]1C2=C(NC(=C1C(=O)OC)CF)CCC2=O)CC(F)(F)F Methyl (R)-4-(3-fluoro-2-(2,2,2-trifluoroethyl)phenyl)-2-(fluoromethyl)-5-oxo-4,5,6,7-tetrahydro-1H-cyclopenta[b]pyridine-3-carboxylate